COC(C(C1=CC=C(C=C1)C1=CC=C(C=C1)SC)O)=O 2-hydroxy-2-(4'-(methylthio)-[1,1'-biphenyl]-4-yl)acetic acid methyl ester